1-(3-bromopropoxy)-3-methoxybenzene BrCCCOC1=CC(=CC=C1)OC